OC1CCC(CC1)COC1=C(C=C(C=C1)S(=O)(=O)NC(C1=C(C=CC=C1)OC=1C=C2C(=NC1)NC=C2)=O)[N+](=O)[O-] N-({4-[(4-hydroxycyclohexyl)methoxy]-3-nitrophenyl}sulfonyl)-2-(1H-pyrrolo[2,3-b]pyridin-5-yloxy)benzamide